3-[6-(Cyclopropylamino)-2-fluoropyridin-3-yl]-N-[(3S)-2-oxo-5-phenyl-1,3-dihydro-1,4-benzodiazepin-3-yl]-6,7-dihydro-5H-pyrazolo[5,1-b][1,3]oxazine-2-carboxamide C1(CC1)NC1=CC=C(C(=N1)F)C=1C(=NN2C1OCCC2)C(=O)N[C@@H]2C(NC1=C(C(=N2)C2=CC=CC=C2)C=CC=C1)=O